5-(2-amino-[1,2,4]triazolo[1,5-a]pyridin-7-yl)-N-(3,5-difluoro-2-((2-methyltetrahydro-2H-pyran-4-yl)oxy)benzyl)-2-methoxynicotinamide NC1=NN2C(C=C(C=C2)C=2C=NC(=C(C(=O)NCC3=C(C(=CC(=C3)F)F)OC3CC(OCC3)C)C2)OC)=N1